(S)-N-(5-(2-(dimethylamino)benzamido)-1-(5-(naphthalen-2-yl)-1H-imidazol-2-yl)pentyl)thiazole-5-carboxamide CN(C1=C(C(=O)NCCCC[C@@H](C=2NC(=CN2)C2=CC3=CC=CC=C3C=C2)NC(=O)C2=CN=CS2)C=CC=C1)C